(E)-4-(3-furyl)-3-buten-2-yl-carboxylate O1C=C(C=C1)/C=C/C(C)C(=O)[O-]